tert-butyl 6-(3-cyano-7-methyl-4-(5-methyl-1H-indazol-4-yl)-5,6,7,8-tetrahydroquinolin-2-yl)-2,6-diazaspiro[3.4]octane-2-carboxylate C(#N)C=1C(=NC=2CC(CCC2C1C1=C2C=NNC2=CC=C1C)C)N1CC2(CN(C2)C(=O)OC(C)(C)C)CC1